CC1(CC=2C=3CCNC(C3SC2C1)=O)C 4,4-dimethyl-7-thia-10-azatricyclo[6.4.0.02,6]dodeca-1(8),2(6)-dien-9-one